NC=1C2=C(N=C(N1)SCCCC)N(N=N2)C2CC(C1C2OC(O1)(C)C)CO 6-[7-Amino-5-(butylthio)-3H-1,2,3-triazolo[4,5-d]pyrimidin-3-yl]-tetrahydro-2,2-dimethyl-4H-cyclopenta-1,3-dioxole-4-methanol